[C@@H]12N(C[C@@H](NC1)CC2)C2=CC1=C(C=N2)C[C@H](CO1)NC(=O)C1=C(C=2C(=NC(=CC2)C)S1)N N-((R)-7-((1S,4S)-2,5-diazabicyclo[2.2.2]octan-2-yl)-3,4-dihydro-2H-pyrano[3,2-c]pyridin-3-yl)-3-amino-6-methylthieno[2,3-b]pyridine-2-carboxamide